C(C)(=O)[O-].C(CCCCCCC\C=C/CCCCCCCC)N.[Zn+2].C(C)(=O)[O-] Zinc oleylamine acetate